5-(4-hydroxyphenyl)penta-2,4-dienoic acid OC1=CC=C(C=C1)C=CC=CC(=O)O